1-bromo-3-fluoro-5-(methoxymethyl)benzene methyl-5-acetyl-3-methoxy-1,3-dimethyl-2-oxo-indoline-6-carboxylate COC(=O)C1=C(C=C2C(C(N(C2=C1)C)=O)(C)OC)C(C)=O.BrC1=CC(=CC(=C1)COC)F